Bis-trimethylsilylphenyl-methylene(cyclopentadienyl)(di-t-butylfluorenyl)hafnium C[Si](C)(C)C=1C(=C(C=CC1)C=[Hf](C1=C(C(=CC=2C3=CC=CC=C3CC12)C(C)(C)C)C(C)(C)C)C1C=CC=C1)[Si](C)(C)C